(2S)-N-[(1-acetylpyrrolidin-3-yl)oxy]-2-(4-bromophenoxy)propanamide C(C)(=O)N1CC(CC1)ONC([C@H](C)OC1=CC=C(C=C1)Br)=O